(RS)-5-Chloro-N-(4-(morpholin-2-yl)-phenyl)-nicotinamid ClC=1C=NC=C(C(=O)NC2=CC=C(C=C2)[C@@H]2CNCCO2)C1 |r|